C(O)(O)=O.C(O)(O)=O.C([C@H](O)[C@H](O)CO)O erythritol bis(carbonate)